[Br-].OCC[N+](C)(C)CC(COCCCCCCCCCCCCCC)OCCCCCCCCCCCCCC N-(2-hydroxyethyl)-N,N-dimethyl-2,3-bis(tetradecyloxy)-1-propylaminium bromide